COC(=O)C=1C2=C(C(NC1)=O)C=CN2C2(CC2)C (1-methylcyclopropyl)-4-oxo-4,5-dihydro-1H-pyrrolo[3,2-c]pyridine-7-carboxylic acid methyl ester